trans-(E)-1-chloro-3,3,3-trifluoropropene Cl\C=C\C(F)(F)F